potassium sulphate S(=O)(=O)([O-])[O-].[K+].[K+]